methyl 4-hydroxy-2-(4-methoxybenzyl)-2,4,6,7-tetrahydropyrano[4,3-c]pyrazole-6-carboxylate OC1OC(CC2=NN(C=C21)CC2=CC=C(C=C2)OC)C(=O)OC